ClC=1C=C(C=CC1Cl)C=1N=C(SC1SC(C)C)N1N=C(C(=C1C(=O)O)C=1C=NN2C1N=CC=C2)C 1-(4-(3,4-dichlorophenyl)-5-(isopropylsulfanyl)thiazol-2-yl)-3-methyl-4-(pyrazolo[1,5-a]pyrimidin-3-yl)-1H-pyrazole-5-carboxylic acid